NC1=C(C=C(C(=C1)F)OC)C(CO)=O (2-amino-4-fluoro-5-methoxyphenyl)-2-hydroxyethanone